3-acrylamidopropanoic acid C(C=C)(=O)NCCC(=O)O